4-ethyl-4-methylbenzene C(C)C1(CC=CC=C1)C